C(C)(C)(C)OC(=O)N1C(=CC2=CC=CC=C12)C1=NC(=CC=C1)Cl tert-Butyl-2-(6-chloropyridin-2-yl)-1H-indole-1-carboxylate